4-(benzyloxymethyl)-N-(4-bromo-2-iodo-phenyl)cyclohexanethiocarboxamide C(C1=CC=CC=C1)OCC1CCC(CC1)C(NC1=C(C=C(C=C1)Br)I)=S